3-(4-fluoro-2-isopropoxy-5-(trifluoromethyl)phenyl)quinazolin-4(3H)-one FC1=CC(=C(C=C1C(F)(F)F)N1C=NC2=CC=CC=C2C1=O)OC(C)C